ClC1=C(NC2=C(C=CC=C12)C=1C(=NC=NC1C)C)C(=O)N1C[C@H](CC1)C(=O)NC1=CC(=C(C=C1)F)C#N (S)-1-(3-chloro-7-(4,6-dimethylpyrimidin-5-yl)-1H-indole-2-carbonyl)-N-(3-cyano-4-fluorophenyl)pyrrolidine-3-carboxamide